Methyl 2-(4-amino-1-(3-methoxypropyl)-1H-pyrazolo[3,4-d]pyrimidin-3-yl)-3-chloro-1H-indole-6-carboxylate NC1=C2C(=NC=N1)N(N=C2C=2NC1=CC(=CC=C1C2Cl)C(=O)OC)CCCOC